Cl.Cl.COC=1C(=CC=C2C=CC=NC12)C=1C=C2CCC3(CCNCC3)OC2=CC1 6-(8-Methoxy-7-quinolyl)spiro[chromane-2,4'-piperidine] 2HCl